N-[3-(p-xylenesulfonyloxy)phenyl]-N'-[4-(p-xylenesulfonyloxy)phenyl]urea C1(CC=C(C=C1)C)(C)S(=O)(=O)OC=1C=C(C=CC1)NC(=O)NC1=CC=C(C=C1)OS(=O)(=O)C1(CC=C(C=C1)C)C